ethyl 4-[3-[acetylsulfamoyl(methyl)amino]-1-[(4,5-dichloro-1-methyl-indole-2-carbonyl)amino]propyl]benzoate C(C)(=O)NS(=O)(=O)N(CCC(NC(=O)C=1N(C2=CC=C(C(=C2C1)Cl)Cl)C)C1=CC=C(C(=O)OCC)C=C1)C